C(CCCCCCCCCCC)(C(=O)NN)C(=O)NN dodecanedicarboxylic acid dihydrazide